CN1CCC2(C[C@@H]2C(=O)N[C@@H](CCCCCC(CC)=O)C=2NC(=CN2)C=2C=C3C=CC(=NC3=CC2)C=2OC=CN2)CC1 (S)-6-methyl-N-((S)-1-(5-(2-(oxazol-2-yl)quinolin-6-yl)-1H-imidazol-2-yl)-7-oxononyl)-6-azaspiro[2.5]octane-1-carboxamide